2-((2S,4S)-1-acryloyl-4-(8-chloro-4-(3-(dimethylamino)azetidin-1-yl)-6-fluoro-7-(4-methylpyridin-3-yl)-1H-imidazo[4,5-c]quinolin-1-yl)piperidin-2-yl)acetonitrile C(C=C)(=O)N1[C@@H](C[C@H](CC1)N1C=NC=2C(=NC=3C(=C(C(=CC3C21)Cl)C=2C=NC=CC2C)F)N2CC(C2)N(C)C)CC#N